octadecane-1-thiol C(CCCCCCCCCCCCCCCCC)S